C1=CC=CC=2C3=CC=CC=C3C(C12)N(C(C(=O)O)(C)C)C(=O)OC 2-(9H-fluoren-9-yl-methoxycarbonyl-amino)-2-methyl-propanoic acid